4,5-dichloro-2-(2,4-dichlorophenyl)pyridazin-3(2H)-one ClC=1C(N(N=CC1Cl)C1=C(C=C(C=C1)Cl)Cl)=O